3-[5-({[4-(Aminomethyl)phenyl]methyl}(methyl)amino)-4-cyano-1-(2-methylfuran-3-carbonyl)-1H-pyrazol-3-yl]-N,N-dimethyl-4-(trifluoromethyl)pyrrolidin-1-carboxamid NCC1=CC=C(C=C1)CN(C1=C(C(=NN1C(=O)C1=C(OC=C1)C)C1CN(CC1C(F)(F)F)C(=O)N(C)C)C#N)C